6-[4-[Acetyl-(cyclopropylmethyl)amino]-3-chloro-phenyl]-N-(2-pyridylmethyl)pyridine-3-carboxamide C(C)(=O)N(C1=C(C=C(C=C1)C1=CC=C(C=N1)C(=O)NCC1=NC=CC=C1)Cl)CC1CC1